C1(=C(C(=CC=C1)C)C)C#N xylyl cyanide